OC1CC(C1)NC1=NC(=NC=C1)SC 4-[(3-hydroxycyclobutyl)amino]-2-methylsulfanyl-pyrimidine